diphenyl-(4-tert-butylphenyl)sulfonium benzenesulfonate C1(=CC=CC=C1)S(=O)(=O)[O-].C1(=CC=CC=C1)[S+](C1=CC=C(C=C1)C(C)(C)C)C1=CC=CC=C1